N-(3-fluoro-4-(((2-methoxybenzyl)oxy)methyl)phenyl)-3-(4,4,5,5-tetramethyl-1,3,2-dioxaborolan-2-yl)benzamide FC=1C=C(C=CC1COCC1=C(C=CC=C1)OC)NC(C1=CC(=CC=C1)B1OC(C(O1)(C)C)(C)C)=O